(S)-1-(4-nitropyridin-2-yl)-N-((S)-1-(3,3-difluorocyclobutylcarbamoyl)-2,3-dihydro-1H-inden-1-yl)-N-(3,5-difluorophenyl)-5-oxopyrrolidine-2-carboxamide [N+](=O)([O-])C1=CC(=NC=C1)N1[C@@H](CCC1=O)C(=O)N(C1=CC(=CC(=C1)F)F)[C@]1(CCC2=CC=CC=C12)C(NC1CC(C1)(F)F)=O